2-chloro-1-(3,5-difluorobenzyl)-1H-imidazole-4-carboxylic acid ClC=1N(C=C(N1)C(=O)O)CC1=CC(=CC(=C1)F)F